Methyl 2-[1-(2,2-dimethylpropyl)-1H-pyrazol-4-yl]-5-[({1-[2-fluoro-4-(trifluoromethyl) phenyl]cyclopropyl}carbonyl) amino]benzoate CC(CN1N=CC(=C1)C1=C(C(=O)OC)C=C(C=C1)NC(=O)C1(CC1)C1=C(C=C(C=C1)C(F)(F)F)F)(C)C